FC=1C(=CC(=C2C=C(NC12)C(=O)OC)C1=C(C=NC=C1)OC)C1=CCCN(C1)C(CCN1N=NC=C1)=O methyl 7-fluoro-4-(3-methoxy-4-pyridyl)-6-[1-[3-(triazol-1-yl)propanoyl]-3,6-dihydro-2H-pyridin-5-yl]-1H-indole-2-carboxylate